4-amino-5-ethenylpyrrolo[2,3-d]pyrimidin NC1=C2C(NC=N1)=NC=C2C=C